ClC1=CC=CC(=N1)C1=CC(=NO1)[C@]1(C(N(CC1)C)=O)O (R)-3-(5-(6-Chloropyridin-2-yl)isoxazol-3-yl)-3-hydroxy-1-methylpyrrolidin-2-one